C(C)(C)[C@H]1CC[C@H](CC1)OC[C@@H]1N(CCC[C@@H]1C1=NNC=C1)C(CC=C)=O 1-((CIS)-2-((((CIS)-4-isopropylcyclohexyl)oxy)methyl)-3-(1H-pyrazol-3-yl)piperidin-1-yl)but-3-en-1-one